C(C)C(COC(=O)C1=C(C(=O)O)C=CC=C1)CCCC 2-(((2-ethylhexyl)oxy)carbonyl)benzoic acid